1-(1,1-biphenyl-4-yl)-3-chloro-2-hydroxy-propane C1(=CC=C(C=C1)CC(CCl)O)C1=CC=CC=C1